gold-calcium [Ca].[Au]